1,4-dimethyl-3,4-dihydro-2,7-naphthyridine CC1=NCC(C2=CC=NC=C12)C